6-(8-methylnaphthalen-1-yl)-4-((S)-2-methylpiperazin-1-yl)-2-(((S)-1-methylpyrrolidin-2-yl)methoxy)-6,7-dihydro-5H-pyrrolo[3,4-d]pyrimidine CC=1C=CC=C2C=CC=C(C12)N1CC=2N=C(N=C(C2C1)N1[C@H](CNCC1)C)OC[C@H]1N(CCC1)C